N-(4-methoxybenzyl)-N-methyl-3-(1-methyl-1H-Imidazol-4-yl)-4-((3-(pentafluoro-λ6-sulfanyl)phenyl)amino)benzenesulfonamide COC1=CC=C(CN(S(=O)(=O)C2=CC(=C(C=C2)NC2=CC(=CC=C2)S(F)(F)(F)(F)F)C=2N=CN(C2)C)C)C=C1